(S)-3-amino-N-cyclopropyl-6-(4-(2-(3,5-difluorophenyl)-2-hydroxyacetamido)-2-ethylphenyl)pyrazine-2-carboxamide NC=1C(=NC(=CN1)C1=C(C=C(C=C1)NC([C@@H](O)C1=CC(=CC(=C1)F)F)=O)CC)C(=O)NC1CC1